N-(4-(2-(((1r,4r)-4-(dimethylamino)cyclohexyl)amino)-8-iso-propyl-7-oxo-7,8-dihydropteridin-6-yl)-2-fluorophenyl)-1-phenyl-methanesulfonamide CN(C1CCC(CC1)NC1=NC=2N(C(C(=NC2C=N1)C1=CC(=C(C=C1)NS(=O)(=O)CC1=CC=CC=C1)F)=O)C(C)C)C